C(C)(=O)O[Ni]OC(C)=O (acetyloxy)nickelio acetate